[Br-].C(C)(C)(C)[NH3+] Tertbutyl-ammonium bromide